nickel-iron-tellurium [Te].[Fe].[Ni]